C(C)C1(C(NCC1)=O)C(=O)N(N)C(=O)C=1C(=NC=CC1)NC1=CC=C(C=C1)C(F)(F)F N-(3-ethyl-2-oxo-pyrrolidine-3-carbonyl)-2-[4-(trifluoromethyl)anilino]pyridine-3-carbohydrazide